1-[1-[4-(trifluoro methoxy)phenyl]cyclopropyl]ethyl (2S)-2-[(3-hydroxy-4-methoxy-pyridine-2-carbonyl)amino]propanoate OC=1C(=NC=CC1OC)C(=O)N[C@H](C(=O)OC(C)C1(CC1)C1=CC=C(C=C1)OC(F)(F)F)C